(2S)-2-{[(tert-butoxylcarbonyl)amino]-4-[(tert-butyldimethylsilyl)oxy]butanamido}-4-(5,5-diphenyl-1,3-dioxan-2-yl)-3,3-dimethylbutanoate O(C(C)(C)C)C(=O)NC(CCC(=O)N[C@H](C(=O)[O-])C(CC1OCC(CO1)(C1=CC=CC=C1)C1=CC=CC=C1)(C)C)O[Si](C)(C)C(C)(C)C